C(CCC)[Sn](C(C)=O)(CCCC)CCCC tributylacetyltin